C(CCCC)(=O)OCC(C)(COC(CCCC)=O)C neopentyl glycol divalerate